C12C3CC=CCC3C(C3CC=CCC31)C2 tetracyclo[6.6.1.02,7.09,14]pentadecane-4,11-diene